ClC=1C(=CC(=C(C1)COC(=O)N1CC=2N=C(OC2C1)C(=O)N1CC2=C(CC1)C(=NO2)O)NC(C(C)(C)C)=O)C#N [5-Chloro-4-cyano-2-(2,2-dimethylpropanoylamino)phenyl]methyl-2-(3-hydroxy-5,7-dihydro-4H-[1,2]oxazolo[5,4-c]pyridin-6-carbonyl)-4,6-dihydropyrrolo[3,4-d][1,3]oxazol-5-carboxylat